NCC=1C=C(C=CC1)C=1C=CC2=C(C(=C(O2)C(=O)OC(C)(C)C)COC2=C(C=CC=C2)CC(=O)OCC)C1 tert-butyl 5-(3-(aminomethyl)phenyl)-3-((2-(2-ethoxy-2-oxoethyl)phenoxy)methyl)benzofuran-2-carboxylate